4-hydroxychroman-6-carboxylic acid methyl ester COC(=O)C=1C=C2C(CCOC2=CC1)O